ClC1=NC2=C(C=CC(=C2C=C1)N1C[C@@]2(C[C@@]2(C1)C(F)(F)F)C=1OC(=NN1)C1CCN(CC1)C)C#N 2-chloro-5-((1S,5R)-1-(5-(1-methylpiperidin-4-yl)-1,3,4-oxadiazol-2-yl)-5-(trifluoromethyl)-3-azabicyclo[3.1.0]hexan-3-yl)quinoline-8-carbonitrile